1-methyl-1H-indol-4-ol hydrochloride Cl.CN1C=CC=2C(=CC=CC12)O